1-fluoro-N-((6S,7S)-6-((2-fluoro-[1,1'-biphenyl]-3-yl)methyl)-5-((R)-2-hydroxy-3-methoxypropanoyl)-5-azaspiro[2.4]heptan-7-yl)methanesulfonamide FCS(=O)(=O)N[C@@H]1[C@@H](N(CC12CC2)C([C@@H](COC)O)=O)CC=2C(=C(C=CC2)C2=CC=CC=C2)F